FC1=C(C=CC(=C1)C(F)(F)F)CCCC(=O)O 4-(2-fluoro-4-(trifluoromethyl)phenyl)butanoic acid